C(CCCCCCCCCCC)O.[NH4+] ammonium n-dodecanol